N[C@H]1[C@@H](CC=C1)C(=O)O trans-2-amino-3-cyclopentene-1-carboxylic acid